C(C)OC(=O)C1=CC=NN1CCOCC1=CC=CC=C1 1-(2-(Benzyloxy)ethyl)-1H-pyrazole-5-carboxylic acid ethyl ester